methyl 4-(2-[[3-amino-6-(2-hydroxyphenyl)pyridazin-4-yl]amino]ethyl)benzoate NC=1N=NC(=CC1NCCC1=CC=C(C(=O)OC)C=C1)C1=C(C=CC=C1)O